3-(4-(aminomethyl)phenyl)-6-((1-(2-chloro-4-(oxazol-5-yl)benzyl)-4-hydroxypiperidin-4-yl)methyl)-2-methyl-2,6-dihydro-7H-pyrazolo[4,3-d]pyrimidin-7-one dihydrochloride Cl.Cl.NCC1=CC=C(C=C1)C=1N(N=C2C1N=CN(C2=O)CC2(CCN(CC2)CC2=C(C=C(C=C2)C2=CN=CO2)Cl)O)C